BrC1=CC(=C(C=C1)C1=CC=CC=C1)OC1=CC=CC=C1 4-Bromo-2-phenoxy-1,1'-biphenyl